tert-butyl ((1R,3S)-3-((6-(5,5-dimethyl-5,6-dihydro-4H-pyrrolo[1,2-b]pyrazol-3-yl)pyrimidin-4-yl)carbamoyl)cyclohexyl)carbamate CC1(CC=2N(N=CC2C2=CC(=NC=N2)NC(=O)[C@@H]2C[C@@H](CCC2)NC(OC(C)(C)C)=O)C1)C